((3S,5R)-4-acryloyl-3,5-dimethylpiperazin-1-yl)-7-(2-amino-6-fluorophenyl)-6-chloro-1-(4,6-diisopropylpyrimidin-5-yl)-2-oxo-1,2-dihydro-1,8-naphthyridine-3-carbonitrile C(C=C)(=O)N1[C@H](CN(C[C@H]1C)C1=C(C(N(C2=NC(=C(C=C12)Cl)C1=C(C=CC=C1F)N)C=1C(=NC=NC1C(C)C)C(C)C)=O)C#N)C